methyl 2-chloroquinazoline-4-carboxylate ClC1=NC2=CC=CC=C2C(=N1)C(=O)OC